C(C)(C)(C)NS(=O)(=O)C1=CC(=CC=C1)NC1=NC(=NC=C1C)NC1=CC=C(C=C1)N1CCN(CC1)C(CCCCNC1=C2C(N(C(C2=CC=C1)=O)C1C(NC(CC1)=O)=O)=O)=O N-(tert-butyl)-3-((2-((4-(4-(5-((2-(2,6-dioxopiperidin-3-yl)-1,3-dioxoisoindolin-4-yl)amino)pentanoyl)piperazin-1-yl)phenyl)amino)-5-methylpyrimidin-4-yl)amino)benzenesulfonamide